[Si](C)(C)(C(C)(C)C)OCC1=NN(C=2NC([C@H]([C@@H](C21)C2CC2)NC(C2=CC(=CC=C2)C(F)(F)F)=O)=O)C2CC2 |r| rac-N-((4R,5S)-3-(((tert-butyldimethylsilyl)oxy)methyl)-1,4-dicyclopropyl-6-oxo-4,5,6,7-tetrahydro-1H-pyrazolo[3,4-b]pyridin-5-yl)-3-(trifluoromethyl)benzamide